NCC1=CC=CC=C1 alpha-Aminotoluene